4-(cyclohexylamino)-2-((4-(1-ethyl-4-oxido-1,4-azaphosphinan-4-yl)-2-methoxyphenyl)amino)-7H-pyrrolo[2,3-d]pyrimidine-5-carbonitrile C1(CCCCC1)NC=1C2=C(N=C(N1)NC1=C(C=C(C=C1)P1(CCN(CC1)CC)=O)OC)NC=C2C#N